(6aS)-11-(benzyloxy)-N-(2,4-difluorobenzyl)-1,10-dioxo-1,3,4,5,6,7,8,10-octahydro-2,6a-methano[1,4]diazonino[9,1,2-cd]indolizine-9-carboxamide C(C1=CC=CC=C1)OC1=C2N3[C@]4(CCC3=C(C1=O)C(=O)NCC1=C(C=C(C=C1)F)F)CCCCN(C2=O)C4